4-[4-(1-{[5-(2,4-difluorophenoxy) pyrazin-2-yl]carbamoyl}ethyl)-2,2-dimethylpiperazine-1-carbonyl]-1H-pyrazolo[3,4-b]pyridin-7-ium-7-olate FC1=C(OC=2N=CC(=NC2)NC(=O)C(C)N2CC(N(CC2)C(=O)C2=C3C(=[N+](C=C2)[O-])NN=C3)(C)C)C=CC(=C1)F